(2R,5R)-3-(4-amino-2-fluorophenethyl)-2-(1-(4-bromophenyl)-3-(4-fluorophenyl)-1H-pyrazol-4-yl)-5-methyloxazolidin-4-one NC1=CC(=C(CCN2[C@H](O[C@@H](C2=O)C)C=2C(=NN(C2)C2=CC=C(C=C2)Br)C2=CC=C(C=C2)F)C=C1)F